C(N)(=O)C1(CN(C1)C(=O)[O-])C1=NC(=NC2=C(C(=C(C=C12)Cl)C1=CC(=CC2=CC=CC=C12)O)F)N1CC(C1)N(C)C (S or R)-3-carbamoyl-3-(6-chloro-2-(3-(dimethylamino) Azetidine-1-yl)-8-fluoro-7-(3-hydroxynaphthalen-1-yl)quinazolin-4-yl)azetidine-1-carboxylate